glycerin sebacate C(CCCCCCCCC(=O)O)(=O)O.OCC(O)CO